diphenyl-divinyl-triethoxytrisilane C1(=CC=CC=C1)[SiH]([Si]([Si](OCC)(OCC)OCC)(C=C)C=C)C1=CC=CC=C1